4,5-dimethyl-furanamide CC=1C=C(OC1C)C(=O)N